(2r,3r)-4-bromo-5-fluoro-3-hydroxy-2-phenyl-2,3-dihydrobenzofuran-2-carbonitrile BrC1=C(C=CC2=C1[C@H]([C@](O2)(C#N)C2=CC=CC=C2)O)F